1-(1'-hydroxymethyl-3'-hydroxypropyl)piperazine OCC(CCO)N1CCNCC1